[Si](C)(C)(C(C)(C)C)OCCCC(C=CC=CC=C)=O 1-((tert-butyldimethylsilyl)oxy)deca-5,7,9-trien-4-one